tert-butyl N-[[3-[[3-amino-6-[4-[1-(8-hydroxy-2-methyl-2-tetrahydropyran-2-yloxyoctyl)cyclopropyl]sulfonylphenyl]pyrazine-2-carbonyl]amino]-2-hydroxy-phenyl]methyl]-N-methyl-carbamate NC=1C(=NC(=CN1)C1=CC=C(C=C1)S(=O)(=O)C1(CC1)CC(CCCCCCO)(OC1OCCCC1)C)C(=O)NC=1C(=C(C=CC1)CN(C(OC(C)(C)C)=O)C)O